3-(1-oxo-5-((R)-2-oxo-3-phenyl-4-(trifluoromethyl)imidazolidin-1-yl)isoindolin-2-yl)piperidine-2,6-dione O=C1N(CC2=CC(=CC=C12)N1C(N([C@H](C1)C(F)(F)F)C1=CC=CC=C1)=O)C1C(NC(CC1)=O)=O